2-fluoroethyl methanesulfonate CS(=O)(=O)OCCF